N-((1R,2R)-1-(3-chlorophenyl)-1-hydroxy-3-(pyrrolidin-1-yl)propan-2-yl)-2-(2,3-dihydro-1H-inden-2-yl)-N-(methyl-d3)acetamide ClC=1C=C(C=CC1)[C@H]([C@@H](CN1CCCC1)N(C(CC1CC2=CC=CC=C2C1)=O)C([2H])([2H])[2H])O